ClC1=C(C=C2C=C(N=CC2=C1)NC(=O)[C@@H]1[C@@H](CC1)COC)N1CCN(CC1)[C@@]1(COC[C@@H]1O)C (1S,2R)-N-(7-chloro-6-(4-((3R,4R)-4-hydroxy-3-methyltetrahydrofuran-3-yl)piperazin-1-yl)isoquinolin-3-yl)-2-(methoxymethyl)cyclobutane-1-carboxamide